tert-butyl (2-((3-chloro-2-fluorobenzyl)amino)-2-oxoethyl)(isopropyl)carbamate ClC=1C(=C(CNC(CN(C(OC(C)(C)C)=O)C(C)C)=O)C=CC1)F